2-deoxy-D-erythro-pentofuranosylamine C1(C[C@H](O)[C@H](O1)CO)N